O=S1(N=C2N(CC1)C=CC=C2C=2C=C1CC(C(C1=CC2)=O)(C)C)=O 5-(2,2-dioxido-3,4-dihydropyrido[2,1-c][1,2,4]thiadiazin-9-yl)-2,2-dimethyl-2,3-dihydro-1H-inden-1-one